1,3-Dichloro-9,9-dimethyl-6-phenyl-9,10-dihydroacridine ClC1=CC(=CC=2NC3=CC(=CC=C3C(C12)(C)C)C1=CC=CC=C1)Cl